2-aminoimidazo[1,2-b]pyridazin-6-yl-2-methoxynicotinic acid NC=1N=C2N(N=C(C=C2)C2=NC(=C(C(=O)O)C=C2)OC)C1